2-(2,4-difluorophenyl)-1H-imidazole FC1=C(C=CC(=C1)F)C=1NC=CN1